C1C[C@@H]([C@H]1C(=O)O)C(=O)O cyclobutane-1α,2β-dicarboxylic acid